3-(2-chloro-3-fluoroanilino)-2-{3-[(oxetan-3-yl)methoxy]pyridin-4-yl}-1,5,6,7-tetrahydro-4H-pyrrolo[3,2-c]pyridin-4-one ClC1=C(NC2=C(NC3=C2C(NCC3)=O)C3=C(C=NC=C3)OCC3COC3)C=CC=C1F